OC[C@@H]1[C@H](CC1)NC(OC(C)(C)C)=O tert-Butyl ((1S,2S)-2-(hydroxymethyl)cyclobutyl)carbamate